naphthalene-2,3,6,7-tetracarboxylic acid diimide C1=C(C(=CC2=CC(=C(C=C12)C(=O)O)C(=O)O)C(O)=N)C(O)=N